isopropylthioxanthone, Iodonium salt [IH2+].C(C)(C)C1=CC=CC=2SC3=CC=CC=C3C(C12)=O